Cl.ClC1=CC=C(C[C@H]2CO[C@H](CN2C2CCC(CC2)C2=NN(C(=C2)C)C)C(=O)NC2=NN(C(=C2)C)C)C=C1 (2R,5S)-5-(4-chlorobenzyl)-N-(1,5-dimethyl-1H-pyrazol-3-yl)-4-(4-(1,5-dimethyl-1H-pyrazol-3-yl)cyclohexyl)-morpholine-2-carboxamide hydrochloride